C1(CC1)[C@H](C1=CC=2N(N=C1)C=C(N2)[C@@H](NC(C2=CC=CC=C2)=O)C2CCC(CC2)(F)F)NC(CCC(F)(F)F)=O |o1:3| N-((S)-(7-((R*)-Cyclopropyl(4,4,4-trifluorobutanamido)methyl)imidazo[1,2-b]pyridazin-2-yl)(4,4-difluorocyclohexyl)methyl)benzamide